5-(2-(((2-aminothiazol-4-yl)methyl)amino)-2-oxoacetyl)-N-(4-fluoro-3-methylphenyl)-1-(2-fluoroethyl)-2,4-dimethyl-1H-pyrrole-3-carboxamide NC=1SC=C(N1)CNC(C(=O)C1=C(C(=C(N1CCF)C)C(=O)NC1=CC(=C(C=C1)F)C)C)=O